ClC1=C(C#N)C(=CC(=C1)C=C(C)C)C 2-Chloro-6-methyl-4-(2-methylprop-1-en-1-yl)benzonitrile